5-cyano-2-fluorobenzoic acid C(#N)C=1C=CC(=C(C(=O)O)C1)F